1'-(cyclopropylmethyl)-N-(5-cyclopropylpyrazin-2-yl)-6-morpholino-1',2',3',6'-tetrahydro-[4,4'-bipyridin]-2-amine C1(CC1)CN1CCC(=CC1)C1=CC(=NC(=C1)N1CCOCC1)NC1=NC=C(N=C1)C1CC1